N-(4-(5-(2-(4-fluoropiperidin-1-yl)-6-methylpyrimidin-4-yl)-1,3,4-oxadiazol-2-yl)-3-(6-Azaspiro[2.5]octane-6-yl)phenyl)-2-hydroxyethanesulfonamide FC1CCN(CC1)C1=NC(=CC(=N1)C1=NN=C(O1)C1=C(C=C(C=C1)NS(=O)(=O)CCO)N1CCC2(CC2)CC1)C